S1C(=CC2=C1C1=C(NCC2)C=CC=C1)C(=O)N 5,6-dihydro-4H-benzo[b]thieno[2,3-d]azepine-2-carboxamide